methyl N-({6-[5-(2-methoxyphenyl)-1,3,4-oxadiazol-2-yl]-2-oxo-2,3-dihydro-1,3-benzoxazol-3-yl}sulfonyl)carbamate COC1=C(C=CC=C1)C1=NN=C(O1)C1=CC2=C(N(C(O2)=O)S(=O)(=O)NC(OC)=O)C=C1